tert-butyl (2-(4-((E)-1-(1H-indazol-5-yl)-2-(o-tolyl)but-1-en-1-yl)phenoxy)ethyl)((E)-4-(dimethylamino)-4-oxobut-2-en-1-yl)carbamate N1N=CC2=CC(=CC=C12)\C(=C(/CC)\C1=C(C=CC=C1)C)\C1=CC=C(OCCN(C(OC(C)(C)C)=O)C\C=C\C(=O)N(C)C)C=C1